O=[13CH][C@H](O)[C@@H](O)[C@H](O)[C@H](O)CO [13C]-glucose